3-((6-((2,6-dimethylpyrimidin-4-yl)amino)-2-methyl-3-oxo-2,3-dihydro-1H-pyrazolo[3,4-b]pyridin-4-yl)amino)-2-methoxybenzamide CC1=NC(=CC(=N1)NC1=CC(=C2C(=N1)NN(C2=O)C)NC=2C(=C(C(=O)N)C=CC2)OC)C